OC1CC(C(N(C1)C1=NC(=NN1CC1=CC=C(C=C1)OC)C1=CN=NC=C1)=O)CC1=CC(=C(C(=C1)F)F)F 5-hydroxy-1-(1-(4-methoxybenzyl)-3-(pyridazin-4-yl)-1H-1,2,4-triazol-5-yl)-3-(3,4,5-trifluorobenzyl)piperidin-2-one